lithium carbon phosphate P(=O)([O-])([O-])[O-].[C+4].[Li+]